Methyl 3-amino-2-(2-(1,5-dimethyl-1H-imidazol-4-yl)-6-fluorophenyl)imidazo[1,2-a]pyridine-7-carboxylate NC1=C(N=C2N1C=CC(=C2)C(=O)OC)C2=C(C=CC=C2F)C=2N=CN(C2C)C